1,6-diisocyanato-3-fluorohexane N(=C=O)CCC(CCCN=C=O)F